ClC1=CC=C2C(=CNC2=C1)S(=O)(=O)NC1=NC(=C(C=C1F)C(=C)C)F 6-chloro-N-[3,6-difluoro-5-(prop-1-en-2-yl)pyridin-2-yl]-1H-indole-3-sulfonamide